(R)-2-(2-((3'-(1-aminoethyl)-5-(2-oxa-9-azaspiro[5.5]undecan-9-yl)-[1,1'-biphenyl]-3-yl)methoxy)phenyl)acetic acid N[C@H](C)C=1C=C(C=CC1)C1=CC(=CC(=C1)N1CCC2(CCCOC2)CC1)COC1=C(C=CC=C1)CC(=O)O